ClC1=CC(=C(C=C1)CC(=O)O)OCCC(C(=O)OC)(C)C 2-(4-chloro-2-(4-methoxy-3,3-dimethyl-4-oxobutoxy)phenyl)acetic acid